N[C@@H]1C2=CC=CC=C2CC12CCN(CC2)C=2N=CC(=NC2CO)C#CC2C(C2)C(=O)NC2CC2 2-((5-((S)-1-amino-1,3-dihydrospiro[indene-2,4'-piperidin]-1'-yl)-6-(hydroxymethyl)pyrazin-2-yl)ethynyl)-N-cyclopropylcyclopropane-1-carboxamide